[NH4+].C(CCC)O.C(CCC)O.C(CCC)O tributanol ammonium